1-dodecylglycerylether C(CCCCCCCCCCC)C(C(O)CO)OC(C(O)CO)CCCCCCCCCCCC